tert-butyl 5-[(3-fluoro-2-methoxyphenyl)carbamothioyl]-4-hydroxy-6-oxo-3,6-dihydropyridine-1(2H)-carboxylate FC=1C(=C(C=CC1)NC(=S)C1=C(CCN(C1=O)C(=O)OC(C)(C)C)O)OC